5-[(5-{3-[(3R)-3-Aminobutoxy]-5-methoxypyridin-4-yl}-1H-pyrazol-3-yl)amino]pyrazine-2-carbonitrile N[C@@H](CCOC=1C=NC=C(C1C1=CC(=NN1)NC=1N=CC(=NC1)C#N)OC)C